B(O)(O)CCCN1C(C(C(C1)O)F)C(=O)O 3-boronopropyl-3-fluoro-4-hydroxypyrrolidine-2-carboxylic acid